N-(3-amino-5-(5-nitro-2H-1,2,3-triazol-4-yl)-4H-1,2,4-triazol-4-yl)nitramide dihydroxyamine salt ONO.NC1=NN=C(N1N[N+](=O)[O-])C1=NNN=C1[N+](=O)[O-]